[(2S)-2-piperidyl]methyl 6-[5-(6-methyl-2-pyridyl)-1H-imidazol-4-yl]quinoline-4-carboxylate CC1=CC=CC(=N1)C1=C(N=CN1)C=1C=C2C(=CC=NC2=CC1)C(=O)OC[C@H]1NCCCC1